C12(CC3CC(CC(C1)C3)C2)CNC(COC2=CC=C(C(=O)C3=C(N=C(S3)N(C3=CC=C(C=C3)F)C(C(=O)N)C)N)C=C2)=O 2-(N-[5-[4-[2-(1-Adamantylmethylamino)-2-oxoethoxy]benzoyl]-4-aminothiazol-2-yl]-4-fluoroanilino)propanamid